N-[4-(1,1-dioxo-1,4-thiazinane-4-carbonyl)-3-[6-(trifluoromethyl)pyridin-2-yl]phenyl]cyclopropanecarboxamide O=S1(CCN(CC1)C(=O)C1=C(C=C(C=C1)NC(=O)C1CC1)C1=NC(=CC=C1)C(F)(F)F)=O